5-(3-Ethoxy-3-oxopropyl)-3-methylpyridine-2-carboxylic acid C(C)OC(CCC=1C=C(C(=NC1)C(=O)O)C)=O